NC=1N=C(C=C2C=C(N=CC12)NC(=O)[C@H]1[C@@H](C1)C=1C=NN(C1)C)C1=C(C=CC(=C1)F)C trans-N-(8-amino-6-(5-fluoro-2-methylphenyl)-2,7-naphthyridin-3-yl)-2-(1-methyl-1H-pyrazol-4-yl)cyclopropanecarboxamide